C(CCCCCCCCCCCCCCC)(=O)OC[C@@H](OC(CCCCCCCCCCCCCCC)=O)COP(=O)(O)OCCN 1,2-dipalmitoyl-sn-glycero-3-phosphoethanolamine